(1S,2S)-2-((4-(4-((1R,2S)-6-(benzyloxy)-2-phenyl-1,2,3,4-tetrahydronaphthalen-1-yl)phenyl)piperazine-1-yl)methyl)cyclohexane-1-carboxaldehyde C(C1=CC=CC=C1)OC=1C=C2CC[C@@H]([C@@H](C2=CC1)C1=CC=C(C=C1)N1CCN(CC1)C[C@@H]1[C@H](CCCC1)C=O)C1=CC=CC=C1